3-methoxy-4-{[1,2,4]triazolo[1,5-a]pyridin-5-yl}benzonitrile COC=1C=C(C#N)C=CC1C1=CC=CC=2N1N=CN2